5-((4-(4-methylpiperazin-1-yl)phenyl)thio)-1H-benzol CN1CCN(CC1)C1=CC=C(C=C1)SC=1C=CCCC1